N-[(1S)-1-(dicyclopropylmethyl)-2-[[5-(3-ethyl-5-methyl-1H-pyrazol-4-yl)-6-fluoro-2-pyridyl]amino]-2-oxo-ethyl]-2-(2-methylsulfonylethyl)pyrazole-3-carboxamide C1(CC1)C([C@@H](C(=O)NC1=NC(=C(C=C1)C=1C(=NNC1C)CC)F)NC(=O)C=1N(N=CC1)CCS(=O)(=O)C)C1CC1